1-(3-((5-chloro-2-methylphenyl)sulfonyl)-2-(difluoromethyl)phenyl)piperazine ClC=1C=CC(=C(C1)S(=O)(=O)C=1C(=C(C=CC1)N1CCNCC1)C(F)F)C